4-(2,3-dichlorophenoxy)phenylhydrazine ClC1=C(OC2=CC=C(C=C2)NN)C=CC=C1Cl